(Z)-1-(4-amino-2-fluoro-but-2-en-1-yl)-4-(4-(N-cyclopropylsulfamoyl)phenyl)-2-methyl-1H-benzo[d]imidazole-6-carboxylic acid methyl ester hydrochloride Cl.COC(=O)C=1C=C(C2=C(N(C(=N2)C)C/C(=C/CN)/F)C1)C1=CC=C(C=C1)S(NC1CC1)(=O)=O